FC=1C=C(CC=2C=C3C(=NNC3=CC2)NC(C2=C(C=C(C=C2)N2CCC(CC2)N(C)CC2=C(C=CC=C2)N2C(NC(CC2)=O)=O)NC2CCOCC2)=O)C=C(C1)F N-(5-(3,5-difluorobenzyl)-1H-indazol-3-yl)-4-(4-((2-(2,4-dioxotetrahydropyrimidin-1(2H)-yl)benzyl)(methyl)amino)piperidin-1-yl)-2-((tetrahydro-2H-pyran-4-yl)amino)benzamide